2-methoxy-4-phenoxybenzenesulfonyl chloride COC1=C(C=CC(=C1)OC1=CC=CC=C1)S(=O)(=O)Cl